FC(OC1=NC=C(C=C1S(=O)(=O)N1CCOC2=C(C1)C=C(C=C2)F)F)F 4-((2-(difluoromethoxy)-5-fluoropyridin-3-yl)sulfonyl)-7-fluoro-2,3,4,5-tetrahydrobenzo[f][1,4]oxazepine